FC([C@@H]1CN(CC1)C1=CC=C(C=C1)C1CN(C1)C(=O)N1C[C@@H]2[C@@H](OCC(N2)=O)CC1)(F)F |o1:2| (4aR,8aS)-6-(3-(4-((S or R)-3-(Trifluoromethyl)pyrrolidin-1-yl)phenyl)azetidine-1-carbonyl)hexahydro-2H-pyrido[4,3-b][1,4]oxazin-3(4H)-one